6-[(3,4,5-trihydroxybenzoyloxy)methyl]oxan OC=1C=C(C(=O)OCC2CCCCO2)C=C(C1O)O